4-((2S,5R)-4-(bis(4-fluorophenyl)methyl)-2,5-dimethylpiperazin-1-yl)-6-chloropyridine-2,3-diamine FC1=CC=C(C=C1)C(N1C[C@@H](N(C[C@H]1C)C1=C(C(=NC(=C1)Cl)N)N)C)C1=CC=C(C=C1)F